3-bromo-7-(methylsulfanyl)-1,6-naphthyridin-2-amine BrC=1C(=NC2=CC(=NC=C2C1)SC)N